(R)-(1,4-dioxane-2-yl)methyl methanesulfonate CS(=O)(=O)OC[C@@H]1OCCOC1